BrC1=CC(=C(C=C1)NC1=CC(N(N=C1C(=O)N1CC(C1)([C@H]1NCCCC1)O)C)=O)Cl 5-[(4-bromo-2-chlorophenyl)amino]-6-({3-hydroxy-3-[(2S)-piperidin-2-yl]azetidin-1-yl}carbonyl)-2-methylpyridazin-3(2H)-one